NC1=NC2=CC(=CC(=C2C=C1)F)CN(C(=O)C1=CC(N(C=C1)C)=O)C1=CC=CC=2CCS(C21)(=O)=O N-[(2-amino-5-fluoroquinolin-7-yl)methyl]-N-(1,1-dioxo-2,3-dihydro-1λ6-benzothiophen-7-yl)-1-methyl-2-oxo-1,2-dihydropyridine-4-carboxamide